CC=1C(N2[C@H]([C@H](CCC2=CC1)NS(=O)(=O)CC)COC1CCC(CC1)CCC)=O |o1:4,5| rel-N-((3S,4R)-7-methyl-6-oxo-4-({[(1r,4S)-4-propylcyclohexyl]oxy}methyl)-1,3,4,6-tetrahydro-2H-quinolizin-3-yl)ethanesulfonamide